4-((4-bromophenyl)sulfonyl)-1-methylpiperidine BrC1=CC=C(C=C1)S(=O)(=O)C1CCN(CC1)C